BrC1=C(C(=CC=C1F)OCC1=CC=C(C=C1)OC)C1OCCO1 2-{2-bromo-3-fluoro-6-[(4-methoxyphenyl)methoxy]phenyl}-1,3-dioxolane